NC1=C(C=C(C=C1)C1=CC(=C(C=C1)NC(CCOCCN=[N+]=[N-])=O)C)C N-(4'-amino-3,3'-dimethyl-[1,1'-biphenyl]-4-yl)-3-(2-azidoethoxy)propanamide